(3-cyclopropyl-isoxazol-5-yl)amine C1(CC1)C1=NOC(=C1)N